FC1=C(C(=C2CCC(C2=C1)N1N=CC=C1)O)C=O 6-fluoro-4-hydroxy-1-(1H-pyrazol-1-yl)-2,3-dihydro-1H-indene-5-carboxaldehyde